2-(hydroxyphenyl-methyl)acrylonitrile OC(C(C#N)=C)C1=CC=CC=C1